C(C1=CC=CC=C1)OC=1C(=NC(=CC1)C)C=1N=C(N2C1C=CC=C2)C2=C(C=CC(=C2)C)O 2-(1-(3-(benzyloxy)-6-methylpyridin-2-yl)imidazo[1,5-a]pyridin-3-yl)-4-methylphenol